BrCC1=CC(=NC=C1)N1C(NC(CC1)=O)=O 1-(4-(Bromomethyl)pyridin-2-yl)dihydropyrimidine-2,4(1H,3H)-dione